O1COC2=C1C=CC(=C2)CCN2C(OC(C2)=CC=CC2=CC=CC=C2)=O 3-(2-(benzo[d][1,3]dioxol-5-yl)ethyl)-5-((phenylvinyl)methylene)oxazolidin-2-one